1-(carboxymethyl)-5-hydroxy-1H-indole-3-carboxylic Acid C(=O)(O)CN1C=C(C2=CC(=CC=C12)O)C(=O)O